2-fluorophenyl-2-(4-((3-methoxy-2,2-dimethyl-3-oxopropyl)carbamoyl)piperidin-1-yl)thiazole-5-carboxylic acid FC1=C(C=CC=C1)C=1N=C(SC1C(=O)O)N1CCC(CC1)C(NCC(C(=O)OC)(C)C)=O